C(C1=CC=CC=C1)N1C2CN(CC1C2)C2=CC=C(C=N2)C=2C=1N(C=C(C2)C=2C=NN(C2)C)N=CC1C#N 4-(6-(6-benzyl-3,6-diazabicyclo[3.1.1]heptan-3-yl)pyridin-3-yl)-6-(1-methyl-1H-pyrazol-4-yl)pyrazolo[1,5-a]pyridine-3-carbonitrile